C1=CC=C2C(=C1)C(=O)OC3=CC=CC=C3O2 The molecule is the simplest member of the class of depsidones comprising of a heterotricyclic system that is 11H-dibenzo[b,e][1,4]dioxepine substituted by an oxo group at position 11. It is a member of depsidones and an organic heterotricyclic compound.